COC(=O)C1=CC=2C3=C(C(=NC2C=C1)N)CCC3 4-amino-2,3-dihydro-1H-cyclopenta[c]quinoline-8-carboxylic acid methyl ester